Cl.N1=C(C=CC=C1)C(=O)N Pyridinecarboxamide hydrochloride